N[C@@](C)(C1=CC=C(C=C1)F)C=1C=NC(=NC1)N1CCN(CC1)C1=NC=NN2C1=CC(=C2)C=2C=NN(C2)CC2(CC2)O (S)-1-((4-(4-(4-(5-(1-Amino-1-(4-fluorophenyl)ethyl)pyrimidin-2-yl)piperazin-1-yl)pyrrolo[2,1-f][1,2,4]triazin-6-yl)-1H-pyrazol-1-yl)methyl)cyclopropan-1-ol